barium 2-hydroxy-1,2,3-propanetricarboxylate OC(CC(=O)[O-])(CC(=O)[O-])C(=O)[O-].[Ba+2].OC(CC(=O)[O-])(CC(=O)[O-])C(=O)[O-].[Ba+2].[Ba+2]